C(C)OC(=O)C=1C(=NC(=NC1)C1CCCC1)OC1CCCCC1 4-(cyclohexyloxy)-2-cyclopentyl-pyrimidine-5-carboxylic acid ethyl ester